3,3-dimethyl-butan-2-one CC(C(C)=O)(C)C